N1-(2-((2R,4R)-2-(Aminomethyl)-5-chloro-2-phenyl-2,3-dihydrobenzofuran-4-yl)-3-fluorophenyl)ethane-1,2-diamine NC[C@]1(OC2=C(C1)C(=C(C=C2)Cl)C2=C(C=CC=C2F)NCCN)C2=CC=CC=C2